10-diphenylamino-9-(6-diphenylamino-2-naphthyl)anthracene C1(=CC=CC=C1)N(C1=C2C=CC=CC2=C(C2=CC=CC=C12)C1=CC2=CC=C(C=C2C=C1)N(C1=CC=CC=C1)C1=CC=CC=C1)C1=CC=CC=C1